BrC1=CC(=C(C(=O)OC)C=C1)O methyl 4-bromo-2-hydroxy-benzoate